1-iodo-3-(2-(methylsulfonyl)ethoxy)benzene 2-((3-(pyrrolidin-1-yl)propanoyl)oxy)malonate N1(CCCC1)CCC(=O)OC(C(=O)O)C(=O)O.IC1=CC(=CC=C1)OCCS(=O)(=O)C